C(CC(C)C)C1=C(C=CC(=O)O)C=CC(=C1)OCC.COC1=CC=C(C=CC(=O)OCCC(C)C)C=C1 isoamyl p-methoxycinnamate (2-isopentyl 4-ethoxycinnamate)